C1(CCCCC1)CN1C(=NOC1=O)CC1CCCCC1 bis(cyclohexylmethyl)-4,5-dihydro-1,2,4-oxadiazol-5-one